CN(C1=NC=CC(=N1)C=1C(=CC(=C(C1)NC(=O)C1=CNC(C=C1C(F)(F)F)=O)N1C[C@H](N([C@H](C1)C)C)C)F)C |r| N-[5-[2-(dimethylamino)pyrimidin-4-yl]-4-fluoro-2-[rac-(3R,5S)-3,4,5-trimethylpiperazin-1-yl]phenyl]-6-oxo-4-(trifluoromethyl)-1H-pyridine-3-carboxamide